FC1=CC=C(C=C1)C=1N=NNC1C1=CC=NC=C1 4-(4-(4-fluorophenyl)-1H-1,2,3-triazol-5-yl)pyridine